(2S,4R)-4-hydroxy-1-(2-(3-methylisoxazol-5-yl)acetyl)-N-(quinolin-7-ylmethyl)pyrrolidine-2-carboxamide O[C@@H]1C[C@H](N(C1)C(CC1=CC(=NO1)C)=O)C(=O)NCC1=CC=C2C=CC=NC2=C1